NC1=NC=CC(=N1)O 2-AMINO-4-HYDROXYPYRIMIDINE